tert-butyl (S)-3-(5-(3,5-difluorophenyl)-3-oxo-6,7-dihydro-3H-pyrrolo[2,1-c][1,2,4]triazol-2(5H)-yl)azetidine-1-carboxylate FC=1C=C(C=C(C1)F)[C@@H]1CCC2=NN(C(N21)=O)C2CN(C2)C(=O)OC(C)(C)C